OC=1C=C2C(=NC1C(=O)O)CCC2 3-hydroxy-5H,6H,7H-cyclopenta[b]pyridine-2-carboxylic acid